[(3aR,4S,7S,7aR)-2-ethoxy-6-methoxy-4-methyl-2-phenyl-4,6,7,7a-tetrahydro-3aH-[1,3]dioxolo[4,5-c]pyran-7-yl] benzoate C(C1=CC=CC=C1)(=O)O[C@H]1[C@H]2[C@@H]([C@@H](OC1OC)C)OC(O2)(C2=CC=CC=C2)OCC